isobutyl-styrenone C(C(C)C)C(=C=O)C1=CC=CC=C1